4-[[2-(5-Chloro-2-hydroxyphenyl)acetyl]amino]-N-[(1R,2S)-2-hydroxycyclopentyl]pyridin ClC=1C=CC(=C(C1)CC(=O)NC1=CCN(C=C1)[C@H]1[C@H](CCC1)O)O